dichloroprop-2-en-1-one ClC(=CC=O)Cl